(R)-dihexyl bis(2-methylpropionate) CC(C(=O)OCCCCCC)C.CC(C(=O)OCCCCCC)C